C1C(CC12CCNCC2)CNC2=C1C(N(C(C1=CC=C2)=O)C2C(NC(CC2)=O)=O)=O 4-(7-Azaspiro[3.5]nonan-2-ylmethylamino)-2-(2,6-dioxo-3-piperidyl)isoindoline-1,3-dione